2-chloro-4-fluoro-5-(1,3-dioxooctahydro-2H-isoindol-2-yl)benzoic acid (1-isopropoxy-1-ethoxycarbonylmethyl) ester C(C)(C)OC(C(=O)OCC)OC(C1=C(C=C(C(=C1)N1C(C2CCCCC2C1=O)=O)F)Cl)=O